2-(Methylsulfonyl)ethyl (S)-3-cyclopropyl-2-(2-((S)-1-(2,3-difluorobenzyl)-5-oxopyrrolidin-2-yl)acetamido)propanoate C1(CC1)C[C@@H](C(=O)OCCS(=O)(=O)C)NC(C[C@H]1N(C(CC1)=O)CC1=C(C(=CC=C1)F)F)=O